C(CCC)OC(NS(=O)(=O)C1=C(N=C(S1)CCC)C1=CC=C(C=C1)CN1C(=NC=C1)C(C)C)=O ((4-(4-((2-isopropyl-1H-imidazol-1-yl)methyl)phenyl)-2-propylthiazol-5-yl)sulfonyl)carbamic acid butyl ester